1-(benzenesulfonyl)-6-(3-methyltriazol-4-yl)-3-(4,4,5,5-tetramethyl-1,3,2-dioxaborolan-2-yl)pyrrolo[2,3-b]pyridine C1(=CC=CC=C1)S(=O)(=O)N1C=C(C=2C1=NC(=CC2)C=2N(N=NC2)C)B2OC(C(O2)(C)C)(C)C